5-cyano-6-oxo-1,6-dihydropyridine-3-carboxylic acid ethyl ester C(C)OC(=O)C1=CNC(C(=C1)C#N)=O